C1OC=2C=C(C=CC2O1)OB(O)O 3,4-(methylenedioxy)phenylboric acid